ClC=1C=CC=C2C(C=C(OC12)C1=C(OCCCNCC(=O)O)C=C(C=C1)C(F)(F)F)=O 2-[3-[2-(8-chloro-4-oxo-chromen-2-yl)-5-(trifluoromethyl)phenoxy]propylamino]acetic acid